N1(CCC1)C(CCN1CCCC2=CC=CC=C12)=O 1-(azetidin-1-yl)-3-(3,4-dihydroquinolin-1(2H)-yl)propan-1-one